methoxynaphthalenepropionic acid COC1=C(C2=CC=CC=C2C=C1)CCC(=O)O